lithium aluminum iron sulfide [Fe]=S.[Al].[Li]